FC(C1=CC=C(C=C1)N1CC2N(C=3C=CC=CC13)CCC(C2)C(=O)N)(F)F 5-(4-(trifluoromethyl)phenyl)-6,6a,7,8,9,10-hexahydro-5H-pyrido[1,2-a]quinoxaline-8-carboxamide